2,3-Dimethyl-6-ethyl-4-isobutoxy-phenol CC1=C(C(=CC(=C1C)OCC(C)C)CC)O